N-(1-(2,4-dichlorophenyl)-6-(4-fluorophenyl)-1H-pyrazolo[3,4-d]pyrimidin-4-yl)-5-nitrothiophene-2-carboxamide ClC1=C(C=CC(=C1)Cl)N1N=CC=2C1=NC(=NC2NC(=O)C=2SC(=CC2)[N+](=O)[O-])C2=CC=C(C=C2)F